2-((5-(6-((4-cyano-2-fluorobenzyl)oxy)pyridin-2-yl)-5,6-dihydropyrrolo[3,4-c]pyrazol-2(4H)-yl)methyl)-1-((3-methoxyoxetan-3-yl)methyl)-1H-benzo[d]imidazole-6-carboxylic acid C(#N)C1=CC(=C(COC2=CC=CC(=N2)N2CC3=NN(C=C3C2)CC2=NC3=C(N2CC2(COC2)OC)C=C(C=C3)C(=O)O)C=C1)F